COC1=C(N=C2N1N=C(C=C2)B2OC(C(O2)(C)C)(C)C)C methoxy-2-methyl-6-(4,4,5,5-tetramethyl-1,3,2-dioxaborolan-2-yl)imidazo[1,2-b]pyridazine